2-[6-bromo-4-(2-fluoropropoxy)-1-oxo-phthalazin-2-yl]-N-(5-fluoropyrimidin-2-yl)acetamide BrC=1C=C2C(=NN(C(C2=CC1)=O)CC(=O)NC1=NC=C(C=N1)F)OCC(C)F